CC(C(C=O)C1=CC=CC=C1)(C=C)C 3,3-dimethyl-2-phenyl-pent-4-enal